C(CC)C(C(=O)O)CCN (3R)-propyl-gamma-aminobutyric acid